CN1N=C(C2=CC=C(C=C12)O[C@H]1[C@H](CC2(CNC2)CC1)C)C1C(NC(CC1)=O)=O 3-[1-methyl-6-[[(6S,7R)-6-methyl-2-azaspiro[3.5]nonan-7-yl]oxy]indazol-3-yl]piperidine-2,6-dione